C(CCC)[Si](C1=CC=C(C=C1)P(N(P(C1=C(C=CC=C1)OC(F)(F)F)C1=CC=C(C=C1)[Si](CCCC)(CCCC)CCCC)C)C1=CC=C(C=C1)[Si](CCCC)(CCCC)CCCC)(CCCC)CCCC N-(bis(4-(tributylsilyl)phenyl)phosphaneyl)-N-methyl-1-(4-(tributylsilyl)phenyl)-1-(2-(trifluoromethoxy)phenyl)phosphanamine